[S-][S-].[Zn+2] zinc disulfide